NC(C1CCN(CC1)C(=O)OC(C)(C)C)([2H])[2H] tert-butyl 4-[amino(dideuterio)methyl]piperidine-1-carboxylate